COC(=O)C1C2C=CC(C1C(=O)OC)C2.C(OC)(OC)=O dimethyl carbonate (endo)-dimethyl-bicyclo[2.2.1]hept-5-ene-2,3-dicarboxylate